OC1=CC=CC=C1C(=O)C1=CC=CC=C1O 6-hydroxy-phenylketone